1-hexyl-3-ethylpyrrolidinium fluoride salt [F-].C(CCCCC)[NH+]1CC(CC1)CC